benzyl (2R)-3-oxo-2-(2-phenylethyl)piperazine-1-carboxylate O=C1[C@H](N(CCN1)C(=O)OCC1=CC=CC=C1)CCC1=CC=CC=C1